(3-(1,5-naphthyridin-2-yl)-1H-indazol-7-yl)methanamine N1=C(C=CC2=NC=CC=C12)C1=NNC2=C(C=CC=C12)CN